COC1C[NH2+]C(CO1)C=1C=NN(C1)C 2-methoxy-5-(1-methyl-1H-pyrazol-4-yl)-4-morpholinium